N-((R)-1-(6-methoxypyridin-3-yl)ethyl)-4,5-dihydro-1H-pyrazol-1-carboxamide COC1=CC=C(C=N1)[C@@H](C)NC(=O)N1N=CCC1